C(#N)C(=C([S-])[S-])C(=O)N.[Na+].[Na+] disodium 2-carbamoyl-2-cyanoethylene-1,1-dithiolate